C(C)OC1=C(C=C(C=C1)F)C(C(=O)O)(F)F 2-(2-ethoxy-5-fluorophenyl)-2,2-difluoroacetic acid